BrC1=C(NC2=C(C=CC=C12)C(C)[NH-])C(=O)OCC ((1E)-1-(3-Bromo-2-(ethoxycarbonyl)-1H-indol-7-yl)ethyl)amide